CC1=C(C=CC(=C1[N+](=O)[O-])C)O 2,4-Dimethyl-3-nitrophenol